CNC(CC1=C(N=C(S1)NC1=NC=CC=N1)C)=O N-methyl-2-(4-methyl-2-(pyrimidin-2-ylamino)thiazol-5-yl)acetamide